C1C(CC(=O)O)O1.C1(CC1)C=1N=C(C(=NC1C=1C2=C(C=NC1)N(C=N2)C)C(=O)N)NC=2C=NC(=CC2)C(C)(C)O 5-cyclopropyl-3-[[6-(1-hydroxy-1-methyl-ethyl)-3-pyridinyl]amino]-6-(3-methylimidazo[4,5-c]pyridin-7-yl)pyrazine-2-carboxamide EPOXYBUTANOATE